ClC=1C=C(CNCC2CCN(CC2)C(=O)OC(C)(C)C)C=CC1OCC tert-butyl 4-(((3-chloro-4-ethoxybenzyl)amino)methyl)piperidine-1-carboxylate